4-((1-isopropyl-4-(methylamino)pyrido[3,4-d]pyridazin-7-yl)aminopyrimidin-2-yl)piperidin-4-ol C(C)(C)C1=C2C(=C(N=N1)NC)C=NC(=C2)NC2=NC(=NC=C2)C2(CCNCC2)O